Methyl 2-oxo-6-(piperidin-1-yl)-1,2-dihydropyridine-3-carboxylate O=C1NC(=CC=C1C(=O)OC)N1CCCCC1